O-((2R,3S,5R)-2-(((tert-butyldimethylsilyl)oxy)methyl)-5-(5-methyl-2,4-dioxo-3,4-dihydropyrimidin-1(2H)-yl)tetrahydrofuran-3-yl) O-hydrogen (S)-methylphosphonothioate C[P@@](O[C@@H]1[C@H](O[C@H](C1)N1C(NC(C(=C1)C)=O)=O)CO[Si](C)(C)C(C)(C)C)(O)=S